C(=O)(O)CN([C@H](CN(CCN(CC(=O)O)CC(=O)O)CC(=O)O)CC1=CC=C(C=C1)OCC)CC(=O)O (S)-2,2'-(2-((2-(bis(carboxymethyl)amino)-3-(4-ethoxyphenyl)propyl)(carboxymethyl)amino)ethylazanediyl)diacetic acid